CC1=NN(C(=N1)C)CC1=CC=C(C=C1)C=1C=C(C=CC1C#N)C1=CC=CC=C1 4''-((3,5-dimethyl-1H-1,2,4-triazol-1-yl)methyl)-[1,1':3',1''-terphenyl]-4'-carbonitrile